CN1N=CC=C1C(=O)N1CC2=C(CC1)SC(=C2)C2=NOC(=N2)C(F)(F)F (1-methyl-1H-pyrazol-5-yl)(2-(5-(trifluoromethyl)-1,2,4-oxadiazol-3-yl)-6,7-dihydrothieno[3,2-c]pyridin-5(4H)-yl)methanone